[F-].[OH-].[K+] potassium hydroxide, fluoride salt